OCC[N+](C)(C)C.P(=O)([O-])([O-])OC[C@@H]1[C@H]([C@H]([C@@H](O1)N1C(=O)N=C(N)C=C1)O)O.OCC[N+](C)(C)C Cytidine phosphate choline